8-nitro-4-{[(trifluoromethyl)sulfonyl]Oxy}isoquinoline-3-carboxylic acid methyl ester COC(=O)C=1N=CC2=C(C=CC=C2C1OS(=O)(=O)C(F)(F)F)[N+](=O)[O-]